C(#C)C1=CN=C(N=N1)N[C@H]1CN(CC1)C1=NC=CC2=CC(=CC=C12)NC(C=C)=O (R)-N-(1-(3-((6-ethynyl-1,2,4-triazin-3-yl)amino)pyrrolidin-1-yl)isoquinolin-6-yl)acrylamide